6-Methoxybenzonitrile COC1=CC=CC=C1C#N